(4aS,9aR)-7-(difluoromethyl)-2,3,4,4a,9,9a-hexahydroindeno[2,1-b][1,4]oxazine FC(C1=CC=2C[C@H]3OCCN[C@H]3C2C=C1)F